4-(3,4-difluorobenzoyl)-3-methylpiperazine-1-carboxamide FC=1C=C(C(=O)N2C(CN(CC2)C(=O)N)C)C=CC1F